CN(C=1SC=2N=C(SC2N1)C=1C=CC(=C2C=CNC12)C=1C=NNC1)[C@@H]1C[C@@H](NCC1)C N-Methyl-N-[(2S,4S)-2-methylpiperidin-4-yl]-5-[4-(1H-pyrazol-4-yl)-1H-indol-7-yl][1,3]thiazolo[5,4-d][1,3]thiazol-2-amin